ethyl 3-[5-bromo-1-[(tert-butoxycarbonyl) amino] imidazol-2-yl]-3-oxopropionate BrC1=CN=C(N1NC(=O)OC(C)(C)C)C(CC(=O)OCC)=O